Thiazolidin-4-on S1CNC(C1)=O